4-(6-((1-(6-(difluoromethyl)pyridin-3-yl)-4-methyl-1H-1,2,3-triazol-5-yl)methoxy)pyridazin-3-yl)piperazin-2-one FC(C1=CC=C(C=N1)N1N=NC(=C1COC1=CC=C(N=N1)N1CC(NCC1)=O)C)F